5,6-dihydroxyl-1H-benzimidazole OC1=CC2=C(NC=N2)C=C1O